6-{3-hydroxy-4-[3-(2,2,6,6-tetramethylpiperidin-4-yl)-3H-[1,2,3]triazolo[4,5-c]pyridazin-6-yl]phenyl}pyrimidin-4(3H)-one hydrochloride Cl.OC=1C=C(C=CC1C1=CC2=C(N=N1)N(N=N2)C2CC(NC(C2)(C)C)(C)C)C2=CC(NC=N2)=O